methyl 3-bromo-2-fluoro-6-methyl-5-nitro-benzoate BrC=1C(=C(C(=O)OC)C(=C(C1)[N+](=O)[O-])C)F